Cl.COC1=CC=C(CN2C(NCCC2=O)=O)C=C1 3-(4-methoxybenzyl)dihydropyrimidine-2,4(1h,3h)-dione hydrochloride